[2-[2-(diethylamino)ethoxy]ethyl](ethyl)amine Carbonate C(O)(O)=O.C(C)N(CCOCCNCC)CC